BrC1=CC=C(COC2=NN=C(S2)NC(=O)C2=CN=CN2C2=C(C=CC=C2)OC)C=C1 N-(5-((4-bromobenzyl)oxy)-1,3,4-thiadiazol-2-yl)-1-(2-methoxyphenyl)-1H-imidazole-5-carboxamide